BrC1=CC=C(C=C1)S(=O)(=O)O.C(C)#N acetonitrile 4-bromobenzenesulfonate